[Si](C)(C)(C(C)(C)C)OC=1C=C(C=CC1OC)[C@@H](C)NS(=O)C(C)(C)C N-[(1R)-1-[3-[tert-Butyl(dimethyl)silyl]oxy-4-methoxy-phenyl]ethyl]-2-methyl-propane-2-sulfinamide